O1[C@H](CCC1)C(=O)O (R)-2-tetrahydro-furoic acid